N1(CCC12COCC2)C=2OC1=C(N2)C=C(C=C1)NC(=O)C=1C=C2CCCOC2=CC1 chroman-6-carboxylic acid [2-(6-oxa-1-aza-spiro[3.4]oct-1-yl)-benzooxazol-5-yl]-amide